[OH-].C(C(=C)C)(=O)OCCC(C[NH+](C)C)CS(=O)(=O)O 2-[(methacryloyloxy)ethyl]dimethyl-(3-sulfopropyl)ammonium hydroxide